(cyclopropylmethyl)(2-fluorobenzyl)((4-(5-(trifluoromethyl)-1,2,4-oxadiazol-3-yl)phenyl)imino)-λ6-sulfanone C1(CC1)CS(=O)(=NC1=CC=C(C=C1)C1=NOC(=N1)C(F)(F)F)CC1=C(C=CC=C1)F